OC1=C(C(=O)OC)C=CC(=C1)OC methyl 2-hydroxy-4-methoxy-benzoate